OC1=C(C=CC(=C1)OCCCCCCCC)C1=NC(=NC(=N1)C1=C(C=C(C=C1)C)C)C1=C(C=C(C=C1)C)C 2-(2-hydroxy-4-octyloxyphenyl)-4,6-bis(2,4-dimethyl-phenyl)-1,3,5-triazine